NCC(CS(=O)(=O)N)C 3-Amino-2-methylpropane-1-sulfonamide